dibutyl-tin bis(butyl acetoacetate) C(CCC)CC(CC(=O)[O-])=O.C(CCC)CC(CC(=O)[O-])=O.C(CCC)[Sn+2]CCCC